Indoline-5-carboxylic acid N1CCC2=CC(=CC=C12)C(=O)O